C(C)C1=C(C(=CC=C1)C)N1/C(/SCC1=O)=N/C(OCC(C1=CC=C(C=C1)C1=NN(C=N1)C1=CC=C(C=C1)OC(F)(F)F)F)=O 2-Fluoro-2-(4-(1-(4-(trifluoromethoxy)phenyl)-1H-1,2,4-triazol-3-yl)phenyl)ethyl (Z)-(3-(2-ethyl-6-methylphenyl)-4-oxothiazolidin-2-ylidene)carbamate